(R)-N-(4-(((2-(2-(hydroxymethyl)pyrrolidin-1-yl)-8-isopropylpyrazolo[1,5-a][1,3,5]triazin-4-yl)amino)methyl)phenyl)tetrahydro-2H-pyran-4-carboxamide OC[C@@H]1N(CCC1)C1=NC=2N(C(=N1)NCC1=CC=C(C=C1)NC(=O)C1CCOCC1)N=CC2C(C)C